NC1(CCC(CC1)(N)N)N trans-1,4-diamino-cis-1,4-diaminocyclohexane